5-[6,7-dihydrospiro[pyrazolo[5,1-c][1,4]oxazine-4,3'-pyrrolidin]-2-yl]-3-(trifluoromethyl)pyridin-2-amine-hydrochloride salt Cl.N1CC2(CC1)OCCN1C2=CC(=N1)C=1C=C(C(=NC1)N)C(F)(F)F